N-(4-fluorobenzyl)-3-((4-methylphenyl)sulphonamido)-4-(1-oxo-2,8-diazaspiro[4.5]decan-8-yl)benzamide FC1=CC=C(CNC(C2=CC(=C(C=C2)N2CCC3(CCNC3=O)CC2)NS(=O)(=O)C2=CC=C(C=C2)C)=O)C=C1